4,6-dimethyl-2,4,6-tris-(4-hydroxyphenyl)-heptane CC(CC(C)C1=CC=C(C=C1)O)(CC(C)(C1=CC=C(C=C1)O)C)C1=CC=C(C=C1)O